3-((4,4-Bis(octyloxy)butanoyl)oxy)-2-(((methyl(1-methylazetidin-3-yl)-carbamoyl)oxy)methyl)propyl (9Z,12Z)-octadeca-9,12-dienoate C(CCCCCCC\C=C/C\C=C/CCCCC)(=O)OCC(COC(CCC(OCCCCCCCC)OCCCCCCCC)=O)COC(N(C1CN(C1)C)C)=O